FC1=C(C=C(C=C1)F)[C@@H]1C[C@@H](C=2N1N=C(N2)S(=O)(=O)[C@@H]2C(C2)(F)F)F (5S,7S)-5-(2,5-difluorophenyl)-7-fluoro-2-[(1S)-2,2-difluorocyclopropyl]sulfonyl-6,7-dihydro-5H-pyrrolo[1,2-b][1,2,4]triazole